2-[[7-amino-4-[3-(5-methyl-3-thienyl)-1H-indazol-5-yl]-1-oxo-isoindolin-2-yl]methyl]prop-2-enenitrile NC=1C=CC(=C2CN(C(C12)=O)CC(C#N)=C)C=1C=C2C(=NNC2=CC1)C1=CSC(=C1)C